FC(C(C(C(C(C(C(F)(F)C[Si](OCC)(C)C)(F)F)(F)F)(F)F)(F)F)(F)F)(CCC(F)(F)F)F heptadecafluorodecyltrimethyl-(ethoxy)silane